FC1=CC2=C(N(C(N2C)=O)C)C=C1CN[C@H]1[C@@H](C[C@@H](CC1)NCC1=C(C=CC=C1)OC)O 5-fluoro-6-((((1R,2R,4R)-2-hydroxy-4-((2-methoxybenzyl)amino)cyclohexyl)amino)methyl)-1,3-dimethyl-1,3-dihydro-2H-benzo[d]imidazol-2-one